C(#N)C1=CC(=C2C(=N1)N(C=N2)[C@@H]2[C@@H]1[C@]([C@@H]3[C@H]2OC(O3)(C)C)(C1)C(=O)NC)NCC (3aR,3bS,4aS,5R,5aS)-5-(5-cyano-7-(ethylamino)-3H-imidazo[4,5-b]pyridin-3-yl)-N,2,2-trimethyltetrahydrocyclopropa[3,4]cyclopenta[1,2-d][1,3]dioxole-3b(3aH)-carboxamide